[Br].C(CCCCCC)N1CN(C=C1)C 1-heptyl-3-methylimidazole bromine salt